2-hydroxy-4-[3-(triethoxysilyl)propoxy]benzophenone OC1=C(C(=O)C2=CC=CC=C2)C=CC(=C1)OCCC[Si](OCC)(OCC)OCC